2-methyl-4-Ethyl-3,5-heptanediol dibenzoate C(C1=CC=CC=C1)(=O)OC(C(C)C)C(C(CC)OC(C1=CC=CC=C1)=O)CC